S1C(=CC=C1)[Si](C=C)(C=C)C=1SC=CC1 di(2-thienyl)divinyl-silane